tert-butyl 2-{[(4-chloro-2-fluorophenyl)methyl]amino}-3-(trifluoromethyl)-6,8-dihydro-5H-1,7-naphthyridine-7-carboxylate ClC1=CC(=C(C=C1)CNC1=NC=2CN(CCC2C=C1C(F)(F)F)C(=O)OC(C)(C)C)F